[Nb].[Zn].[Pb] lead-zinc-niobium